2-((4'-fluoro-3-(1-(pyridin-3-ylmethyl)-1H-pyrazol-3-yl)-[1,1'-biphenyl]-4-yl)amino)ethane-1-sulfonyl fluoride FC1=CC=C(C=C1)C1=CC(=C(C=C1)NCCS(=O)(=O)F)C1=NN(C=C1)CC=1C=NC=CC1